CC1(C(CC(CC1)C(=C)C)[Se]C1=CC=CC=C1)O (-)-1-methyl-2-(phenylselenyl)-4-(prop-1-en-2-yl)cyclohexan-1-ol